ethyleneglycol bis(3,4-epoxycyclohexyl) ether C1(CC2C(CC1)O2)OCCOC2CC1C(CC2)O1